OCC1=C(C2=C(N(N=N2)CCOCCOC2CCN(CC2)C(=O)OCC2=CC=CC=C2)C=C1)C benzyl 4-(2-(2-(5-(hydroxymethyl)-4-methyl-1H-benzo[d][1,2,3]triazol-1-yl)ethoxy)ethoxy)piperidine-1-carboxylate